O1OCC=C1 1,2-dioxole